O1C(COC2=NC=CC=C21)COC2=NC(N1C(C3=CC=C(C=C3CC1)C#CC(C(C)C)O)=C2)=O 2-(2,3-Dihydro-[1,4]dioxino[2,3-b]pyridin-2-ylmethoxy)-9-(3-hydroxy-4-methyl-pent-1-ynyl)-6,7-dihydro-pyrimido[6,1-a]isoquinolin-4-one